N-benzyl-2-chloro-N-(2-chloroethyl)ethan-1-amine hydrochloride salt Cl.C(C1=CC=CC=C1)N(CCCl)CCCl